2-Ethoxythiophenol C(C)OC1=C(C=CC=C1)S